C=C(CCCCC\C=C/CC)C1=CC2=CC=CC=C2C=C1 (Z)-2-(undeca-1,8-dien-2-yl)naphthalene